2-amino-ethyl-glycinate NCCNCC(=O)[O-]